2-amino-3-(1H-indazol-5-yl)propanamide NC(C(=O)N)CC=1C=C2C=NNC2=CC1